6-[8-(2-cyanoallylamino)-7-methoxy-2-naphthyl]-N-[1-(2-hydroxyethyl)-4-piperidyl]pyridine-2-carboxamide methyl-3-allyl-4-bromo-2-hydroxybenzoate COC(C1=C(C(=C(C=C1)Br)CC=C)O)=O.C(#N)C(CNC=1C(=CC=C2C=CC(=CC12)C1=CC=CC(=N1)C(=O)NC1CCN(CC1)CCO)OC)=C